CN1COCN(C1=N[N+](=O)[O-])CC=1C=CC(=NC1)C 3-methyl-5-(2-methylpyrid-5-ylmethyl)-4-nitroiminoperhydro-1,3,5-oxadiazine